C(C)(=O)OC(CCCC)C1=C(C(=O)O)C=CC=C1 2-(1-acetoxypentyl)benzoic acid